trityl-4,5-dihydro-2H-pyrazolo[4,3-h]quinazoline-3-carboxylate C(C1=CC=CC=C1)(C1=CC=CC=C1)(C1=CC=CC=C1)OC(=O)C=1NN=C2C1CCC=1C=NC=NC21